3-(2-fluoro-4-nitro-phenyl)-1-methyl-1,2,4-triazole FC1=C(C=CC(=C1)[N+](=O)[O-])C1=NN(C=N1)C